NC1CN(CC1CN(C(CO)=O)[C@H](C(C)(C)C)C=1N(C=C(N1)C1=C(C=CC(=C1)F)F)CC1=CC=CC=C1)C(=O)OC(C)(C)C tert-Butyl 3-amino-4-{[{(1R)-1-[1-benzyl-4-(2,5-difluorophenyl)-1H-imidazol-2-yl]-2,2-dimethylpropyl}(glycoloyl)amino]methyl}pyrrolidine-1-carboxylate